(6-Fluoropyridin-3-yl)-2-methoxyaniline FC1=CC=C(C=N1)NC1=C(C=CC=C1)OC